C(C=C)(=O)NC=1C=C2C(=CN(C2=CC1)CC1=CC(=CC=C1)C(F)(F)F)C(=O)N 5-acrylamido-1-(3-(trifluoromethyl)benzyl)-1H-indole-3-carboxamide